7-((2-chloro-4-hydroxybenzylidene)amino)-4-methyl-coumarin ClC1=C(C=NC2=CC=C3C(=CC(OC3=C2)=O)C)C=CC(=C1)O